9-(pyrrolidin-3-yl)-9H-purine-2,8-diamine N1CC(CC1)N1C2=NC(=NC=C2N=C1N)N